C(CCCCCCC\C=C/CCCCCCCC)NC(CCCCCCC\C=C/CCCCCCCC)=O N-oleyl-oleic acid amide